tetrachloroiron (III) Cl[Fe-](Cl)(Cl)Cl